FC=1C=CC(=NC1)CC(=O)N1CCN(CC1)C1=NC=C(C=C1)B1OCCCC(C(O1)(C)C)(C)C 2-(5-Fluoropyridin-2-yl)-1-(4-(5-(4,4,5,5-tetramethyl-1,3,2-dioxaborocan-2-yl)pyridin-2-yl)piperazin-1-yl)ethanone